3-phenylacetyl-thiourea C1(=CC=CC=C1)CC(=O)NC(N)=S